3-(3-(2-(1-methyl-1H-pyrazol-4-yl)imidazo[1,2-b]pyridazin-8-yl)-3,8-diazabicyclo[3.2.1]oct-8-yl)cyclobutane-1-carbonitrile CN1N=CC(=C1)C=1N=C2N(N=CC=C2N2CC3CCC(C2)N3C3CC(C3)C#N)C1